(S)-4-tert-butyloxycarbonyl-1H-azepine C(C)(C)(C)OC(=O)C=1C=CNC=CC1